OCCNCCC[Si](OC)(OC)OC N-hydroxyethyl-3-(trimethoxysilyl)propylamine